C1(CCCC1)OC1=NC(=NC=2[C@]3([C@H](CCC12)[C@H](C(C(=C3)C#N)=O)C)C)C3=CC(=NC1=CC=CC=C31)CF (6aR,7R,10aS)-4-(cyclopentyloxy)-2-(2-(fluoromethyl)quinolin-4-yl)-7,10a-dimethyl-8-oxo-5,6,6a,7,8,10a-hexahydrobenzo[h]quinazoline-9-carbonitrile